ClC=1C(N(C=C(C1C)C1=C(C2=NC(=CC=C2N1)C1CCN(CC1)CC(C)(C)O)C(C)C)C)=O 3-chloro-5-(5-(1-(2-hydroxy-2-methylpropyl)piperidin-4-yl)-3-isopropyl-1H-pyrrolo[3,2-b]Pyridin-2-yl)-1,4-dimethylpyridin-2(1H)-one